(3R,4R)-4-(3,4-dimethoxybenzyl)-3-(4-hydroxy-3-phenethoxybenzyl)dihydrofuran COC=1C=C(CC=2[C@H](COC2)CC2=CC(=C(C=C2)O)OCCC2=CC=CC=C2)C=CC1OC